(1R,2S,5S)-N-{(2S)-4-(3-chlorophenoxy)-3-oxo-1-[(3S)-2-oxopyrrolidin-3-yl]butan-2-yl}-6,6-dimethyl-3-[N-(trifluoroacetyl)-L-valyl]-3-azabicyclo[3.1.0]hexane-2-carboxamide ClC=1C=C(OCC([C@H](C[C@H]2C(NCC2)=O)NC(=O)[C@@H]2[C@H]3C([C@H]3CN2C([C@@H](NC(C(F)(F)F)=O)C(C)C)=O)(C)C)=O)C=CC1